(1-isocyanatocyclohexyl)benzene N(=C=O)C1(CCCCC1)C1=CC=CC=C1